C(C)N1CCC(CC1)OC1=CC=C(C=C1)NC=1N=CC2=C(N1)C(=CS2)C=2C=NN(C2)C(=O)OC(C)(C)C tert-butyl 4-(2-(4-(1-ethylpiperidin-4-yloxy)phenylamino)thieno[3,2-d]pyrimidin-7-yl)-1H-pyrazole-1-carboxylate